prop-2-enyl-1H-triazole C(C=C)N1N=NC=C1